ClC=1C=C(C=C(C1)Cl)NC1=NC2=CC=CC=C2C(=N1)NC1CC(CCC1)C N2-(3,5-dichlorophenyl)-N4-(3-methylcyclohexyl)quinazoline-2,4-diamine